(R)-3-((R)-2-(3-fluoro-4-phosphonophenyl)-2-(4-methylthiazole-5-carboxamido)acetamido)-2-hydroxy-3,4-dihydro-2H-benzo[e][1,2]oxaborinine-8-carboxylic acid FC=1C=C(C=CC1P(=O)(O)O)[C@H](C(=O)N[C@@H]1B(OC2=C(C1)C=CC=C2C(=O)O)O)NC(=O)C2=C(N=CS2)C